(4-(pentan-3-yloxy)phenyl)boronic acid CCC(CC)OC1=CC=C(C=C1)B(O)O